4-morpholinophenone N1(CCOCC1)C(=O)C1=CC=CC=C1